C[SiH](CCCCCCCCCC[SiH](C)C)C 1,1,12,12-tetramethyl-1,12-disiladodecane